N1N=CNC1=O 4,5-dihydro-1H-1,2,4-triazol-5-one